O=C1NC(CCC1N1C(C2=CC=C(C=C2C1=O)NCCCCCC(N1CCC(CC1)N1N=CC(=C1)C1=NC2=CC=CC=C2C=C1)=O)=O)=O 2-(2,6-dioxopiperidin-3-yl)-5-((6-oxo-6-(4-(4-(quinolin-2-yl)-1H-pyrazol-1-yl)piperidin-1-yl)hexyl)amino)isoindoline-1,3-dione